NC=1C=CC(=C2CN(C(C12)=O)CC(C(=O)N)=C)C1=CC(=C(C(=C1)Cl)N)Cl 2-{[7-amino-4-(4-amino-3,5-dichlorophenyl)-1-oxo-2,3-dihydro-1H-isoindol-2-yl]methyl}prop-2-enamide